Ethyl 3-fluoro-5-[({1-[2-fluoro-4-(trifluoromethyl) phenyl]cyclopropyl} carbonyl)amino]-2-(6-methylpyridin-3-yl)benzoate FC=1C(=C(C(=O)OCC)C=C(C1)NC(=O)C1(CC1)C1=C(C=C(C=C1)C(F)(F)F)F)C=1C=NC(=CC1)C